methyl (Z)-3-benzyl-2-((ethoxycarbonyl)imino)-2,3-dihydrothiazole-4-carboxylate C(C1=CC=CC=C1)N1/C(/SC=C1C(=O)OC)=N/C(=O)OCC